6-chloro-4-(4,4,5,5-tetramethyl-1,3,2-dioxaborolan-2-yl)pyridine-2-carbonitrile ClC1=CC(=CC(=N1)C#N)B1OC(C(O1)(C)C)(C)C